C12COCC(CC1)N2C2=CC=1C(=C(N=NC1N[C@H](C)C1=C(C(=CC=C1)C(F)F)F)C)N=C2 3-(3-oxa-8-azabicyclo[3.2.1]octan-8-yl)-N-((R)-1-(3-(difluoromethyl)-2-fluorophenyl)ethyl)-8-methylpyrido[2,3-d]pyridazin-5-amine